COC(C1=C(C=C(C=C1)[C@@H]1CN(CCO1)C1=C(N=NC(=C1)C1=C(C=CC=C1)O)N)C)=O.N1(CCOCC1)C(CC1=CC(=C(C=C1)N1CCCCC1)[N+](=O)[O-])=O 1-morpholinyl-2-(3-nitro-4-(piperidin-1-yl)phenyl)ethan-1-one Methyl-(R)-4-(4-(3-amino-6-(2-hydroxyphenyl)pyridazin-4-yl)morpholin-2-yl)-2-methylbenzoate